[N+](=O)([O-])C1=CC=C(C=C1)CCC(=O)N 3-(4-nitrophenyl)propanamide